Methyl 5-(2,2,2-trifluoro-1-methyl-ethyl)-1-(2-trimethylsilylethoxymethyl)pyrazolo[3,4-b]pyridine-3-carboxylate FC(C(C)C=1C=C2C(=NC1)N(N=C2C(=O)OC)COCC[Si](C)(C)C)(F)F